N-(2-(3-fluoro-2-methylphenyl)propan-2-yl)-2-(1-methyl-pyrrolidin-2-yl)acetamide FC=1C(=C(C=CC1)C(C)(C)NC(CC1N(CCC1)C)=O)C